BrC1=CC2=C(C(N3[C@@H](CO2)CN(CC3)C(=O)OC(C)(C)C)=O)C(=C1)F Tert-Butyl (12aR)-9-bromo-7-fluoro-6-oxo-3,4,12,12a-tetrahydro-6H-pyrazino[2,1-c][1,4]benzoxazepine-2(1H)-carboxylate